7-(2,3-difluoro-4-(2-((2-methoxyethyl)(methyl)amino)ethoxy)benzyl)-10-hydroxy-6-methyl-N-(4-methyl-2-(6-methylpyrimidin-4-yl)phenyl)-8-oxo-6,7-diazaspiro[4.5]dec-9-ene-9-carboxamide FC1=C(CN2N(C3(CCCC3)C(=C(C2=O)C(=O)NC2=C(C=C(C=C2)C)C2=NC=NC(=C2)C)O)C)C=CC(=C1F)OCCN(C)CCOC